C[C@@H]1CN(C[C@@H](O1)C)C(=O)C=1C2=C(N(N1)CC(=O)N1CCN(CC1)C1=C(C=C(C=C1)C)C)CCC2 2-{3-[(2R,6S)-2,6-Dimethylmorpholin-4-carbonyl]-5,6-dihydrocyclopenta[c]pyrazol-1(4H)-yl}-1-[4-(2,4-dimethylphenyl)piperazin-1-yl]ethan-1-on